methylpyrrolidine bis(trifluoromethanesulfonyl)imide salt [N-](S(=O)(=O)C(F)(F)F)S(=O)(=O)C(F)(F)F.CN1CCCC1